N-(3-hydroxy-1-naphthyl)-2-(3-pyridyl)pyrimidine-4-carboxamide OC=1C=C(C2=CC=CC=C2C1)NC(=O)C1=NC(=NC=C1)C=1C=NC=CC1